3-[2,3-Dicarboxy-4-[4-(3-oxo-3-phenylprop-1-enyl)phenoxy]phenyl]-6-[4-(3-oxo-3-phenylprop-1-enyl)phenoxy]phthalic acid C(=O)(O)C1=C(C=CC(=C1C(=O)O)OC1=CC=C(C=C1)C=CC(C1=CC=CC=C1)=O)C1=C(C(C(=O)O)=C(C=C1)OC1=CC=C(C=C1)C=CC(C1=CC=CC=C1)=O)C(=O)O